[Si](C1=CC=CC=C1)(C1=CC=CC=C1)(C(C)(C)C)OCC=CCC(C(=O)C1N(CCC=2C1=CN(N2)C(=O)[O-])C(=O)[O-])C(=O)OCC 4-(((tert-butyldiphenylsilyloxy)methyl)-2-(ethoxycarbonyl)-pent-4-enoyl)-6,7-dihydro-2H-pyrazolo[4,3-c]pyridine-2,5(4H)-dicarboxylate